FC1=C(C=CC(=C1)F)C1=NC(=CN2C1=NC(=C(C2=O)C)C)N2CC(OC(C2)C2=CC(=NC=C2)C)C 9-(2,4-difluorophenyl)-2,3-dimethyl-7-[2-methyl-6-(2-methyl-4-pyridyl)morpholin-4-yl]pyrazino[1,2-a]pyrimidin-4-one